3-methyl-3-acryloyloxyethyl-oxetane CC1(COC1)CCOC(C=C)=O